BrC1=C(CC(CC1)(C(=O)OCC)C)C=O Ethyl 4-bromo-3-formyl-1-methylcyclohex-3-enecarboxylate